C[C@@H]1CC[C@H](N(C1)C(C(=O)NC=1C=C(C=NC1)C(=O)N)=O)C=1C=C(C=CC1)C 5-[[2-[(2S,5R)-5-methyl-2-(m-tolyl)-1-piperidyl]-2-oxo-acetyl]amino]pyridine-3-carboxamide